2,4,5-Trimethoxybenzaldehyd COC1=C(C=O)C=C(C(=C1)OC)OC